3-PICOLINE-4-BORONIC ACID HCL Cl.N1=CC(=C(C=C1)B(O)O)C